(1s,3s)-3-(5-chlorobenzo[d]thiazol-4-yl)cyclobutyl ((2-(2,6-dioxopiperidin-3-yl)-4-fluoro-3-oxoisoindolin-5-yl)methyl)carbamate O=C1NC(CC[C@@H]1N1CC2=CC=C(C(=C2C1=O)F)CNC(OC1CC(C1)C1=C(C=CC2=C1N=CS2)Cl)=O)=O